C(C)(C)(C)OC(=O)N1CCC(CC1)(CO)F 1-tert-Butyloxycarbonyl-4-fluoro-4-(hydroxymethyl)piperidine